bis(2-(2-(2-methoxyethoxy)ethoxy)ethyl)amine COCCOCCOCCNCCOCCOCCOC